ICCCCCCN1C2=CC=C(C=C2C=2C=C(C=CC12)Br)Br 9-(6-Iodohexyl)-3,6-dibromo-9H-carbazole